CCCCC=CCCC Non-5-ene